FC(CC=1NC2=C(N1)C=CC=C2C(=O)N)(F)F (2,2,2-trifluoroethyl)benzimidazole-4-carboxamide